CC=1C(=CC=2C(CCC(C2C1)(C)C)(C)C)NC1=CC(=CC=C1)N(C1=CC=CC=C1)C1=CC=CC=C1 N1-(3,5,5,8,8-pentamethyl-5,6,7,8-tetrahydronaphthalen-2-yl)-N3,N3-diphenylbenzene-1,3-diamine